tert-butyl 8-amino-6-(5-chloro-2-fluorophenyl)-2H,3H,4H-pyrido[3,2-b][1,4]oxazine-4-carboxylate NC1=CC(=NC2=C1OCCN2C(=O)OC(C)(C)C)C2=C(C=CC(=C2)Cl)F